C(C1=CC=CC=C1)OCC1CC(C1)(C1=CC(=CC(=C1)F)Br)C=1N(C(=NN1)S)C 5-(3-((benzyloxy)methyl)-1-(3-bromo-5-fluorophenyl)cyclobutyl)-4-methyl-4H-1,2,4-triazole-3-thiol